CNC=1C=C(C=NC1)B(O)O (5-(methylamino)pyridin-3-yl)boronic acid